1-[(3S)-3-[4-[3-chloro-2-fluoro-4-(1-methylcyclopropoxy)anilino]pyrido[3,2-d]pyrimidin-6-yl]oxypyrrolidin-1-yl]prop-2-en-1-one ClC=1C(=C(NC=2C3=C(N=CN2)C=CC(=N3)O[C@@H]3CN(CC3)C(C=C)=O)C=CC1OC1(CC1)C)F